N=NS([O-])(=O)=O iminosulfamate